CC(C)(C(CCC)O)C 2,2-dimethyl-3-hexanol